5-amino-3-fluoro-6-methyl-N-(thiazol-4-yl)pyridine-2-sulfonylamine hydrochloride Cl.NC=1C=C(C(=NC1C)S(=O)(=O)NC=1N=CSC1)F